N-(1-(1-methylpiperidin-4-yl)-1H-pyrazol-4-yl)-3-(quinoxalin-6-yl)-1H-pyrrolo[2,3-b]pyridine-5-carboxamide CN1CCC(CC1)N1N=CC(=C1)NC(=O)C=1C=C2C(=NC1)NC=C2C=2C=C1N=CC=NC1=CC2